C1(CC1)C1=C(C=CC=C1)N1C=C(C=2C1=NC=C(C2)C=2C(=NOC2C)C)C2=C(C=C(C(=O)O)C=C2)OC(F)(F)F 4-(1-(2-cyclopropylphenyl)-5-(3,5-dimethylisoxazol-4-yl)-1H-pyrrolo[2,3-b]pyridin-3-yl)-3-(trifluoromethoxy)benzoic acid